FC1=CC=C(COC=2C=C3CCC(C3=CC2)N2CC(C2)C(=O)OC)C=C1 methyl 1-(5-((4-fluorobenzyl)oxy)-2,3-dihydro-1H-inden-1-yl)-azetidine-3-carboxylate